2-((3S,4S)-4-amino-3-methyl-2-oxa-8-azaspiro[4.5]decan-8-yl)-5-((4-chloro-2-methyl-2H-indazol-5-yl)thio)-3-methylpyrimidin-4(3H)-one formate salt C(=O)O.N[C@@H]1[C@@H](OCC12CCN(CC2)C2=NC=C(C(N2C)=O)SC2=C(C1=CN(N=C1C=C2)C)Cl)C